C(#N)[C@H](C[C@@H]1C(NCC1)=O)NC(=O)[C@H]1N([C@H]2CC([C@@H]1CC2)(F)F)C([C@H](CC2CC2)NC=2C=NC=C(C2)C)=O (1R,3S,4R)-N-((S)-1-cyano-2-((R)-2-oxopyrrolidin-3-yl)ethyl)-2-((S)-3-cyclopropyl-2-((5-methylpyridin-3-yl)amino)propanoyl)-5,5-difluoro-2-azabicyclo[2.2.2]octane-3-carboxamide